({6-[(1,3-benzothiazol-2-yl)amino]Pyridazin-3-yl}(methyl)amino)pyridine-2-carboxylic acid methyl ester COC(=O)C1=NC=CC=C1N(C)C=1N=NC(=CC1)NC=1SC2=C(N1)C=CC=C2